COC([C@H](CC1=CC=C(C=C1)C1=C(C(=NC=C1)C)C)N)=O (S)-2-amino-3-[4-(2,3-dimethylpyridin-4-yl)phenyl]propionic acid methyl ester